tert-butyl 4-[(4-amino-2-methylsulfanyl-pyrimidine-5-carbonyl)amino]-3,4-dihydro-2H-quinoline-1-carboxylate NC1=NC(=NC=C1C(=O)NC1CCN(C2=CC=CC=C12)C(=O)OC(C)(C)C)SC